5-cyano-N-[2-(4,4-difluorohexahydropyridin-1-yl)-6-methylpyrimidin-4-yl]-6-[(ethyldioxy-lambda6-thio)amino]-2-(6-azaspiro[2.5]oct-6-yl)pyridine-3-carboxamide C(#N)C=1C=C(C(=NC1N[SH4]OOCC)N1CCC2(CC2)CC1)C(=O)NC1=NC(=NC(=C1)C)N1CCC(CC1)(F)F